6-(4-(1-((tert-butyldimethylsilyl)oxy)ethyl)-2H-1,2,3-triazol-2-yl)-5-(difluoromethyl)pyridin-3-amine [Si](C)(C)(C(C)(C)C)OC(C)C1=NN(N=C1)C1=C(C=C(C=N1)N)C(F)F